N1=C(C=CC=C1)C=1C=CC=2N(C1)N=CC2N2CCN(CC2)C(=O)OC(C)(C)C tert-butyl 4-[6-(pyridin-2-yl)pyrazolo[1,5-a]pyridin-3-yl]piperazine-1-carboxylate